tert-Butyl N-[(6-chloropyridin-3-yl)methyl]carbamate ClC1=CC=C(C=N1)CNC(OC(C)(C)C)=O